COC1=CC=C(C=N1)NCC#CC1=CC(=C2C=CN(C2=C1)CC(F)(F)F)NC1CCN(CC1)C 6-[3-(6-methoxy-3-pyridylamino)-1-propynyl]-4-(1-methyl-4-piperidylamino)-1-(2,2,2-trifluoroethyl)indole